C(=C)SC=C.C(C=C)S(=O)CC=C allyl sulfoxide compound with vinyl sulfide